[N+](=O)([O-])C1=CC=C(C=C1)CS 4-nitro-1-mercaptomethylbenzene